NC1=NNC(=N1)SC 3-Amino-5-methylthio-1H-1,2,4-triazole